C(C)C1=C(C=CC(=C1)CN1CC2(CS(C2)=O)C1)C1=CC=C(C=C1)C(C(F)(F)F)(C(F)(F)F)O 6-((2-ethyl-4'-(1,1,1,3,3,3-hexafluoro-2-hydroxypropan-2-yl)-[1,1'-biphenyl]-4-yl)methyl)-2-thia-6-azaspiro[3.3]heptane 2-oxide